4-hydroxy-1-[3-[4-(hydroxymethyl)-1-[4-(trifluoromethoxy)phenyl]pyrazolo[3,4-b]pyridin-3-yl]azetidin-1-yl]pent-2-en-1-one OC(C=CC(=O)N1CC(C1)C1=NN(C2=NC=CC(=C21)CO)C2=CC=C(C=C2)OC(F)(F)F)C